O1C=CC2=C1C(=CC=C2)C(C(C2=CC(=NC(=C2)OC)OC(C)C)C=2C(=NC1=CC=C(C=C1C2)C#N)OC)(CCN(C)C)O 3-(2-(benzofuran-7-yl)-4-(dimethylamino)-2-hydroxy-1-(2-isopropoxy-6-methoxypyridin-4-yl)butyl)-2-methoxyquinoline-6-carbonitrile